N'-hydroxy-2-oxo-1,2-dihydropyridine-4-carboximidamide ON=C(N)C1=CC(NC=C1)=O